cyclopentyl-N-(3-methoxyquinolin-6-yl)propanamide C1(CCCC1)C(C(=O)NC=1C=C2C=C(C=NC2=CC1)OC)C